1-((2-(2,6-dioxopiperidin-3-yl)-4-fluoro-1-oxoisoindoline-5-yl)methyl)piperidin O=C1NC(CCC1N1C(C2=CC=C(C(=C2C1)F)CN1CCCCC1)=O)=O